methyl (2S)-2-[[(2S)-2-[(6-chloro-4-fluoro-1H-indole-2-carbonyl)amino]-3-cyclopropyl-propanoyl]amino]-3-[(3S)-2-oxo-3-piperidyl]propanoate ClC1=CC(=C2C=C(NC2=C1)C(=O)N[C@H](C(=O)N[C@H](C(=O)OC)C[C@H]1C(NCCC1)=O)CC1CC1)F